ClC1=CC2=C(C=N1)C(=NN2C2=C(C=C(C=C2)[N+](=O)[O-])OC)NCCCN(C)C N1-(6-Chloro-1-(2-methoxy-4-nitrophenyl)-1H-pyrazolo[4,3-c]pyridin-3-yl)-N3,N3-dimethylpropane-1,3-diamine